OC1=C(C=C(C=C1)/C=C/C(=O)C1=CC=C(C#N)C=C1)[N+](=O)[O-] 4-[(E)-3-(4-Hydroxy-3-nitrophenyl)prop-2-enoyl]benzonitrile